3-Bromo-2-(3-methoxyphenyl)-8-methylimidazo[1,2-a]pyridine BrC1=C(N=C2N1C=CC=C2C)C2=CC(=CC=C2)OC